(R)-2-((tert-butoxycarbonyl)amino)-4-methoxy-4-oxobutanoic acid C(C)(C)(C)OC(=O)N[C@@H](C(=O)O)CC(=O)OC